N-(4-(2-(((1r,4r)-4-aminocyclohexyl)amino)-8-ethylquinazolin-6-yl)-3-methylphenyl)-3-chlorobenzenesulfonamide, formate salt C(=O)O.NC1CCC(CC1)NC1=NC2=C(C=C(C=C2C=N1)C1=C(C=C(C=C1)NS(=O)(=O)C1=CC(=CC=C1)Cl)C)CC